1-benzyl 3-methyl 3-((N-(tert-butoxycarbonyl)sulfamoyl)amino)piperidine-1,3-dicarboxylate C(C)(C)(C)OC(=O)NS(=O)(=O)NC1(CN(CCC1)C(=O)OCC1=CC=CC=C1)C(=O)OC